3-(isoindolin-2-yl)propan-1-one C1N(CC2=CC=CC=C12)CCC=O